C(=O)C=1NC=CC1C#N 2-FORMYL-1H-PYRROLE-3-CARBONITRILE